ClC1=NC=CC(=C1NC(=O)C=1C(=NC(=NC1)SC)OC)C N-(2-chloro-4-methylpyridin-3-yl)-4-methoxy-2-(methylsulfanyl)pyrimidine-5-carboxamide